8-Methyl-2-[(5-methylpyridin-2-yl)methyl]-N-[(2S)-tetrahydrofuran-2-ylmethyl]-4,5-dihydro-2H-furo[2,3-g]indazol-7-carboxamid CC1=C(OC=2CCC3=CN(N=C3C21)CC2=NC=C(C=C2)C)C(=O)NC[C@H]2OCCC2